1-[(2,4,5-trifluorophenyl)methyl]-1,3,5-triazine-2,4-dione FC1=C(C=C(C(=C1)F)F)CN1C(NC(N=C1)=O)=O